C(C)(C)(C)C1=CC=C(C=C1)CCCC#N 4-tert-butyl-benzenebutyronitrile